CN1C(=NC=C1)CNC(=O)C1=CN(CCS1)C1=C2NC=NC2=NC=N1 N-((1-methyl-1H-imidazol-2-yl)methyl)-4-(7H-purin-6-yl)-3,4-dihydro-2H-1,4-thiazine-6-carboxamide